3-(1',2'-Dihydrospiro[cyclopropane-1,3'-pyrrolo[2,3-b]pyridin]-5'-yl)-N-(1-methyl-1H-pyrazol-4-yl)-1H-indol-6-amine N1CC2(C=3C1=NC=C(C3)C3=CNC1=CC(=CC=C31)NC=3C=NN(C3)C)CC2